(2-(((2R,3S,4R,5R)-5-(2-chloro-6-(cyclopentylamino)-9H-purin-9-yl)-3,4-dihydroxytetrahydro-furan-2-yl)methoxy)-1-methoxy-propan-2-yl)phosphonic acid ClC1=NC(=C2N=CN(C2=N1)[C@H]1[C@@H]([C@@H]([C@H](O1)COC(COC)(C)P(O)(O)=O)O)O)NC1CCCC1